7-amino-8-(2-chloro-3-methoxyphenyl)-8H-pyrrolo[3,2-e][1,2,4]triazolo[1,5-a]pyridine-6-carbonitrile NC1=C(C=2C=CC=3N(C2N1C1=C(C(=CC=C1)OC)Cl)N=CN3)C#N